(E)-(3,5-difluoro-[1,1'-biphenyl]-4-yl)(1,2,4-thiadiazol-3-yl)methanone O-methyloxime CO\N=C(\C1=NSC=N1)/C1=C(C=C(C=C1F)C1=CC=CC=C1)F